(S)-4-((2-phenoxyethyl)(4-(5,6,7,8-tetrahydro-1,8-naphthyridin-2-yl)butyl)amino)-2-(2-(m-tolyl)acetamido)butanoic acid O(C1=CC=CC=C1)CCN(CC[C@@H](C(=O)O)NC(CC=1C=C(C=CC1)C)=O)CCCCC1=NC=2NCCCC2C=C1